5-methyl-2-(2H-[1,2,3]triazol-2-yl)-benzoic acid CC=1C=CC(=C(C(=O)O)C1)N1N=CC=N1